N,N-dioctadecyl-3,3,3-trifluoropropylamine hydrochloride Cl.C(CCCCCCCCCCCCCCCCC)N(CCCCCCCCCCCCCCCCCC)CCC(F)(F)F